N\C(=C/C(=O)OCC)\C(C)(F)F ethyl (Z)-3-amino-4,4-difluoro-pent-2-enoate